1,2-Dimercaptopropylmethylether SC(C(C)S)OC